O1C2=C(N=CCC1)N=CC=C2 2,3-dihydropyrido[3,2-b][1,4]Oxazepine